2-((benzylthio)methyl)-3,3-dimethyl-2-phenyloxirane C(C1=CC=CC=C1)SCC1(OC1(C)C)C1=CC=CC=C1